C1=CC(=C(C=C1[N+](=O)[O-])[N+](=O)[O-])S(=O)(=O)[O-] The molecule is the arenesulfonate oxoanion that is benzenesulfonate anion with two nitro substituents in the 2- and 4-positions. It is a C-nitro compound and an arenesulfonate oxoanion. It is a conjugate base of a 2,4-dinitrobenzenesulfonic acid.